NC1=CC(=C(C(=N1)C1=C(C=C2C(=NC(=NC2=C1)OCC1N(CCC1)C)N1CC(N(CC1)C(C(=C)F)=O)CF)Cl)C(F)(F)F)C 1-(4-(7-(6-amino-4-methyl-3-(trifluoromethyl)pyridin-2-yl)-6-chloro-2-((1-methylpyrrolidin-2-yl)methoxy)quinazolin-4-yl)-2-(fluoromethyl)piperazin-1-yl)-2-fluoroprop-2-en-1-one